(2-hydroxy-5-methyl-3-t-butylphenyl)methane OC1=C(C=C(C=C1C(C)(C)C)C)C